C(C)(=O)C=1C=CC(=C(C1)CNCC(=O)O)OCC 2-([(5-ACETYL-2-ETHOXYPHENYL)METHYL]AMINO)ACETIC ACID